(E)-(3-(3-methoxy-4-((4-methylbenzyl)oxy)phenyl)acryloyl)glycine methyl ester COC(CNC(\C=C\C1=CC(=C(C=C1)OCC1=CC=C(C=C1)C)OC)=O)=O